O1CCN(CC1)C=1SC=2C(=NC(=C(C2)N)N2CCCCC2)N1 2-morpholino-5-(piperidin-1-yl)thiazolo[4,5-b]pyridin-6-amine